Cl.N1CCC(CCC1)C(=O)OC methyl azepane-4-carboxylate hydrochloride